[Zr].[Ta] Tantalum-Zirconium